dimethyl-4-vinylbenzylamine CN(CC1=CC=C(C=C1)C=C)C